(3-(2-chloro-5-((methoxycarbonyl)amino)-4-fluorophenyl)-5-methyl-4,5-dihydroisoxazole) methyl-acetate COC(C)=O.ClC1=C(C=C(C(=C1)F)NC(=O)OC)C1=NOC(C1)C